[1,1'-Bis(diphenyl-phosphino)ferrocene] palladium(II) dichloride [Pd](Cl)Cl.C1(=CC=CC=C1)P([C-]1C=CC=C1)C1=CC=CC=C1.[C-]1(C=CC=C1)P(C1=CC=CC=C1)C1=CC=CC=C1.[Fe+2]